1-([1,1':3',1''-terphenyl]-2'-yl-2,2,3,3'',4,4'',5,5'',6,6''-d10)-3-(3-((9-(4-(tert-butyl)pyridin-2-yl)-9H-carbazol-2-yl)oxy)phenyl)-1H-benzo[d]imidazol-3-ium chloride [Cl-].C=1(C(C(C(=C(C1[2H])[2H])[2H])[2H])([2H])[2H])C1=C(C(=CC=C1)C1=CC(=C(C(=C1[2H])[2H])[2H])[2H])N1C=[N+](C2=C1C=CC=C2)C2=CC(=CC=C2)OC2=CC=1N(C3=CC=CC=C3C1C=C2)C2=NC=CC(=C2)C(C)(C)C